dichloro(p-methyl-isopropyl-benzene) ruthenium (II) [Ru+2].ClC=1C(=C(C=CC1C)C(C)C)Cl